(E)-1-(2-ethyl-4-(1-(((3-methyl-4-(5-fluoropyrazin-2-yl)-benzyl)oxy)imino)ethyl)benzyl)azetidine-3-carboxylic acid C(C)C1=C(CN2CC(C2)C(=O)O)C=CC(=C1)/C(/C)=N/OCC1=CC(=C(C=C1)C1=NC=C(N=C1)F)C